(phenyl)(phenylcarbazolylbiphenylyl)(dibenzothiophenyl)triazine C1(=CC=CC=C1)C1=C(C(=NN=N1)C1=CC=CC=2SC3=C(C21)C=CC=C3)C3=C(C=CC(=C3C3=CC=CC=2C1=CC=CC=C1NC32)C3=CC=CC=C3)C3=CC=CC=C3